2-chloro-6-(methylsulfanyl)-4-(trifluoromethyl)pyridine ClC1=NC(=CC(=C1)C(F)(F)F)SC